FC1=CC=C(C=C1)NC(=N)C1(CCNCC1)C N-(4-fluorophenyl)-4-methylpiperidin-4-carboximidamide